[Na].COC1=CC2=C(NC(=N2)[S@@](=O)CC2=NC=C(C(=C2C)OC)C)C=C1 5-methoxy-2-[(S)-[(4-methoxy-3,5-dimethyl-2-pyridyl)methyl]sulfinyl]-1H-benzimidazole Sodium salt